tert-butyl 6-carbamoyl-8-(pyrimidin-4-yl)-2,3,4,5-tetrahydro-1H-thieno[3,4-b][1,4]diazepine-1-carboxylate C(N)(=O)C=1SC(=C2N(CCCNC21)C(=O)OC(C)(C)C)C2=NC=NC=C2